2-(4-Methoxystyryl)-4,6-bis(trichloromethyl)-1,3,5-triazin COC1=CC=C(C=CC2=NC(=NC(=N2)C(Cl)(Cl)Cl)C(Cl)(Cl)Cl)C=C1